C1(=CC=CC=C1)NC(OC1=CC=C(C=C1)C=O)=O 4-FORMYLPHENYL N-PHENYLCARBAMATE